((1,3-dimethyl-1H-pyrazol-5-yl)sulfonyl)-1-oxa-8-azaspiro[4.5]decan-3-one CN1N=C(C=C1S(=O)(=O)C1OC2(CC1=O)CCNCC2)C